O1C2=C(OC(C1([2H])[2H])([2H])[2H])C=C(C=C2)OC2CCN(CC2)C2=NC=1N(C(=C2C)C)C(N(N1)C)=O 7-(4-((2,3-dihydrobenzo[b][1,4]dioxin-6-yl-2,2,3,3-d4)oxy)piperidin-1-yl)-2,5,6-trimethyl-[1,2,4]triazolo[4,3-a]pyrimidin-3(2H)-one